3-(6-(4-(3-(((1r,4r)-4-(4-bromo-3-methylphenoxy)cyclohexyl)oxy)propyl)piperazin-1-yl)-1-methyl-1H-indazol-3-yl)piperidine-2,6-dione BrC1=C(C=C(OC2CCC(CC2)OCCCN2CCN(CC2)C2=CC=C3C(=NN(C3=C2)C)C2C(NC(CC2)=O)=O)C=C1)C